C1(CCCCC1)NC1=NC(=NC2=CC(=CC=C12)C)NC1=CC(=CC(=C1)Cl)Cl N4-cyclohexyl-N2-(3,5-dichlorophenyl)-7-methylquinazoline-2,4-diamine